ethyl 1-[2-(2-chlorophenyl)-4-(trifluoromethyl)phenyl]sulfonyl-4-fluoro-piperidine-4-carboxylate ClC1=C(C=CC=C1)C1=C(C=CC(=C1)C(F)(F)F)S(=O)(=O)N1CCC(CC1)(C(=O)OCC)F